p-(allyloxy)(trifluoromethyl)benzene C(C=C)OC1=CC=C(C=C1)C(F)(F)F